BrC1=NC(=C(C=2N=C(N=C(C21)N2[C@@H]([C@@H]1CC[C@H](C2)N1C(=O)OC(C)(C)C)CC=C)SCC)F)Cl tert-butyl (1S,2R,5R)-3-[5-bromo-7-chloro-2-(ethylsulfanyl)-8-fluoropyrido[4,3-d]pyrimidIn-4-yl]-2-(prop-2-en-1-yl)-3,8-diazabicyclo[3.2.1]octane-8-carboxylate